1-(1-methylpiperidin-4-yl)-2-oxo-1,2-dihydropyridin CN1CCC(CC1)N1C(C=CC=C1)=O